NC1=C2C(=NC=N1)N(N=C2C2=NOC(=C2C2(CCCCC2)C(=O)NCCN)C2CC2)C(C)C {3-[4-amino-1-(propan-2-yl)-1H-pyrazolo[3,4-d]pyrimidin-3-yl]-5-cyclopropyl-1,2-oxazol-4-yl}-N-(2-aminoethyl)cyclohexane-1-carboxamide